6-fluoro-4-oxo-7-[3-(pyridin-2-ylamino)azetidin-1-yl]-1-(1,2,4-thiadiazol-5-yl)-1,4-dihydro-1,8-naphthyridine-3-carboxylic acid FC=1C=C2C(C(=CN(C2=NC1N1CC(C1)NC1=NC=CC=C1)C1=NC=NS1)C(=O)O)=O